3-(2-(Dimethylamino)ethyl)-1H-indol-4-yl 3-(2-acetoxy-4,6-dimethylphenyl)-3-methylbutanoate formate salt C(=O)O.C(C)(=O)OC1=C(C(=CC(=C1)C)C)C(CC(=O)OC1=C2C(=CNC2=CC=C1)CCN(C)C)(C)C